5-methylenepyrimido[1,6-a][1,4]diazepin-7(1H)-one C=C1C=CNCC=2N1C(N=CC2)=O